cis-2-chloro-6-methoxy-4-(3-methyl-1-(4-methyl-4H-1,2,4-triazol-3-yl)cyclobutyl)pyridine ClC1=NC(=CC(=C1)C1(CC(C1)C)C1=NN=CN1C)OC